[C@H]12N(C[C@H](NC1)CC2)C2=NC(=NC1=C(C(=C(C=C21)Cl)C2=CC(=CC1=CC=CC=C21)O)F)N2CC(C2)N(C)C (R or S)-4-(4-((1R,4R)-2,5-diazabicyclo[2.2.2]oct-2-yl)-6-chloro-2-(3-(dimethylamino)azetidin-1-yl)-8-fluoroquinazolin-7-yl)naphthalen-2-ol